BrC=1C=C(C=C(C1)F)N(C=1C2=C(N=C(N1)NN)C=CC=N2)CC(F)F N-(3-bromo-5-fluorophenyl)-N-(2,2-difluoroethyl)-2-hydrazineylpyrido[3,2-d]pyrimidin-4-amine